(3r,4r)-4-(4,4-diethyl-2-imino-6-oxotetrahydropyrimidin-1(2H)-yl)-N-((3s,4r)-3-hydroxy-2,2-dimethylchroman-4-yl)-3-(methoxymethyl)chroman-6-carboxamide C(C)C1(NC(N(C(C1)=O)[C@@H]1[C@@H](COC2=CC=C(C=C12)C(=O)N[C@H]1[C@@H](C(OC2=CC=CC=C12)(C)C)O)COC)=N)CC